[Cl-].C(CCCCCCCCCCCCCCCCC)(=O)OCC[N+](C)(C)CCO N-(stearoyloxyethyl)-N-hydroxyethyl-N,N-dimethylammonium chloride